FC1(CN(C1)C1=NC(=CC(=N1)NC(C1=C(C=C(C=C1)NS(=O)(=O)C[C@H](C)O)N1CCC2(CC2)CC1)=O)C)F (S)-N-(2-(3,3-Difluoroazetidin-1-yl)-6-methylpyrimidin-4-yl)-4-((2-hydroxypropyl)sulfonylamino)-2-(6-azaspiro[2.5]oct-6-yl)benzamide